5-Amino-3-(4-phenylpiperidin-1-yl)-1,2,3,4-tetrahydronaphthalen-2-ol NC1=C2CC(C(CC2=CC=C1)O)N1CCC(CC1)C1=CC=CC=C1